1-(3-pyridylsulfonyl)-2-bromo-1H-pyrrole-3-formic acid N1=CC(=CC=C1)S(=O)(=O)N1C(=C(C=C1)C(=O)O)Br